2-(tert-Butoxycarbonylamino)indan-5-carboxylic acid C(C)(C)(C)OC(=O)NC1CC2=CC=C(C=C2C1)C(=O)O